N-[3-[4-bromo-2-(2,2,2-trifluoroethyl)indazol-6-yl]prop-2-ynyl]-2-methoxy-4-methylsulfonyl-aniline BrC=1C2=CN(N=C2C=C(C1)C#CCNC1=C(C=C(C=C1)S(=O)(=O)C)OC)CC(F)(F)F